2-{[(1-benzylpyrrolidin-3-yl)(methyl)amino]methyl}-6-(5-methyl-1H-pyrazol-4-yl)thieno[3,2-d]pyrimidin-4(3H)-one C(C1=CC=CC=C1)N1CC(CC1)N(C)CC=1NC(C2=C(N1)C=C(S2)C=2C=NNC2C)=O